COC1=CC=C(CSC2=C3N=CC(N(C3=CC=C2)C)=O)C=C1 5-((4-methoxybenzyl)thio)-1-methylquinoxalin-2(1H)-one